(S)-4-chloro-2-((3-(2-(4-chlorophenyl)-2-hydroxyethyl)-1,2,4-oxadiazol-5-yl)methyl)-5-(1H-pyrazol-3-yl)pyridazin-3(2H)-one ClC=1C(N(N=CC1C1=NNC=C1)CC1=NC(=NO1)C[C@H](O)C1=CC=C(C=C1)Cl)=O